N-DECYLBORONIC ACID B(CCCCCCCCCC)(O)O